CC(C)CCCCCCCCCCCCCCCCCCCCCCCC(CCCCCCCCCC)C 2,26-Dimethylhexatriacontane